6-(3-((benzyloxy)methyl)-4-ethyl-5-oxo-4,5-dihydro-1H-1,2,4-triazol-1-yl)-2-(2-ethoxyvinyl)-5-fluoro-N-(2-methoxyphenyl)nicotinamide C(C1=CC=CC=C1)OCC1=NN(C(N1CC)=O)C1=NC(=C(C(=O)NC2=C(C=CC=C2)OC)C=C1F)C=COCC